F[C@H]1CN(CC[C@H]1OC)C1=NC=CC(=N1)NC=1N=CC2=C(C=CC(=C2C1)[C@H]1N(CCC1)C(C=C)=O)N1CC(C1)C1(CCC1)S(=O)(=O)C(C)C 1-((S)-2-(3-((2-((3S,4R)-3-fluoro-4-methoxypiperidin-1-yl)pyrimidin-4-yl)amino)-8-(3-(1-(isopropylsulfonyl)cyclobutyl)azetidin-1-yl)isoquinolin-5-yl)pyrrolidin-1-yl)prop-2-en-1-one